ClCC=1SC(=NN1)OCC 2-(chloromethyl)-5-ethoxy-1,3,4-thiadiazole